N-(3-phenylpropyl)sulfonyldiamine C1(=CC=CC=C1)CCCNS(=O)(=O)N